CC=1N=NC=CC1 3-methyl-pyridazine